5-[4-amino-5-(trifluoromethyl)pyrrolo[2,1-f][1,2,4]triazin-7-yl]-N-[1-(cyclopropylmethyl)-1H-pyrazol-4-yl]-2-fluoropyridine-3-carboxamide NC1=NC=NN2C1=C(C=C2C=2C=C(C(=NC2)F)C(=O)NC=2C=NN(C2)CC2CC2)C(F)(F)F